CC1=C2C(C=3C4=C(SC3C2=CC=C1)C=CC=C4)=O 1-methyl-10H-benzo[b]indeno[2,1-d]thiophen-10-one